BrC1=CC=C2C=NC(=NC2=C1OC1CCC1)Cl 7-Bromo-2-chloro-8-cyclobutoxyquinazoline